[(1S)-1-(methoxymethyl)-2,2-dimethyl-propyl]-3-nitro-quinolin-4-amine COC[C@@H](C(C)(C)C)C1=NC2=CC=CC=C2C(=C1[N+](=O)[O-])N